BrC1=CC=C(CCNC2=CC(=NC=N2)C2=CC(=C(S2)NC(OC(C)(C)C)=O)OCC)C=C1 Tert-butyl (5-(6-((4-bromophenethyl)amino)pyrimidin-4-yl)-3-ethoxythiophen-2-yl)carbamate